OC[C@H](C1=CC=CC=C1)NC1=NC(=NC=C1C=1OC(=NN1)C(C)(C)O)NC1=CC=C2C(N(N(C2=C1)C(C)C)C)=O (S)-6-((4-((2-hydroxy-1-phenylethyl)amino)-5-(5-(2-hydroxypropan-2-yl)-1,3,4-oxadiazol-2-yl)pyrimidin-2-yl)amino)-1-isopropyl-2-methyl-1,2-dihydro-3H-indazol-3-one